5-(5-cyano-2-methoxy-phenyl)-1-methyl-2-oxo-pyridine-4-carboxylic acid methyl ester COC(=O)C1=CC(N(C=C1C1=C(C=CC(=C1)C#N)OC)C)=O